5-chloro-2-(4-methoxybenzyl)-3-oxo-2,3-dihydropyridazine-4-carbonitrile ClC1=C(C(N(N=C1)CC1=CC=C(C=C1)OC)=O)C#N